BrC1=C(C2=C(CN3[C@@H](CO2)CNCC3)C=C1Cl)I (12aR)-9-bromo-8-chloro-10-iodo-1,2,3,4,12,12a-hexahydro-6H-pyrazino[2,1-c][1,4]benzoxazepine